C1=CC=CC=2C3=CC=CC=C3C(C12)COC(NCC1=C(C=CC(=C1)C)C1=CC(=CC=C1)C=O)=O N-[[2-(3-formylphenyl)-5-methylphenyl]methyl]carbamic acid 9H-fluoren-9-ylmethyl ester